3-(3,5-Difluorophenyl)-5-(trifluoromethyl)-4,5-dihydro-1,2-oxazol FC=1C=C(C=C(C1)F)C1=NOC(C1)C(F)(F)F